4-[(1S,2S,7S,10R,11S,15R)-16-hydroxy-2,15-dimethyl-5,9-dioxotetracyclo[8.7.0.02,7.011,15]heptadecan-14-yl]pentanoic acid OC1[C@@]2(C(CC[C@H]2[C@@H]2C(C[C@@H]3CC(CC[C@@]3([C@H]2C1)C)=O)=O)C(CCC(=O)O)C)C